C(C)OCCN1C2=C(OCC1)C(=CC(=C2)C(=O)N[C@H](C)C=2C=NC(=NC2)C(F)(F)F)C=2SC(=CN2)C (R)-4-(2-ethoxyethyl)-8-(5-methylthiazol-2-yl)-N-(1-(2-(trifluoromethyl)pyrimidin-5-yl)ethyl)-3,4-dihydro-2H-benzo[b][1,4]oxazine-6-carboxamide